FC1=C(COC2=CC=C(C=C2)[C@H]2[C@@H](C2)N[C@@H]2CC[C@H](CC2)N)C=CC=C1 (trans)-N1-((1R,2S)-2-(4-((2-fluorobenzyl)oxy)phenyl)cyclopropyl)cyclohexane-1,4-diamine